S(O)(O)(=O)=O.C1(O)=CC(O)=CC=C1 resorcinol-sulfuric acid